N-((3,3-difluorocyclobutyl)methyl)pyrazolo[1,5-a]pyridine-3-carboxamide FC1(CC(C1)CNC(=O)C=1C=NN2C1C=CC=C2)F